4-(2-((tert-butoxycarbonyl)(methyl)amino)ethoxy)benzoic acid C(C)(C)(C)OC(=O)N(CCOC1=CC=C(C(=O)O)C=C1)C